C(C)(C)(C)OC(=O)N1C=CC=2C1=NC=C(N2)Br.O(C2=CC=CC=C2)CC2CN(CCC2)C(=O)C2=NNN=C2 3-(phenoxymethyl)-1-(2H-1,2,3-triazole-4-carbonyl)piperidine tert-butyl-2-bromo-5H-pyrrolo[2,3-b]pyrazine-5-carboxylate